C(=O)=C(C(N)=C=O)N 1,2-Dicarbonyl-1,2-Diaminoethan